(E)-2-(2-(2-(2-fluoroethyl)-2H-indazol-6-yl)vinyl)quinolin-6-ol FCCN1N=C2C=C(C=CC2=C1)/C=C/C1=NC2=CC=C(C=C2C=C1)O